ClC1=C(C=C(C=C1)N1CCN(CC1)C1=CC=C(C=C1)C(C)(C)O)C1=NC2=C(N1C)C=CC=C2 2-(4-(4-(4-chloro-3-(1-methyl-1H-benzo[d]imidazol-2-yl)phenyl)piperazin-1-yl)phenyl)propan-2-ol